C(C)C=1C(=C(C=CC1)O)/N=C/C1=C(C=CC(=C1)I)O (E)-3-ethyl-2-((2-hydroxy-5-iodobenzylidene)amino)phenol